(S)-7-(4-chlorothiophen-2-yl)-8-((3-hydroxy-2-methoxypropyl)thio)-6-(trifluoromethyl)quinazoline-2,4(1H,3H)-dione ClC=1C=C(SC1)C1=C(C=C2C(NC(NC2=C1SC[C@H](CO)OC)=O)=O)C(F)(F)F